N1(CCCCC1)C(=O)N piperidine-1-carboxamide